2-(3-chlorophenyl)-4,6-di(pyridin-2-yl)-1,3,5-triazine ClC=1C=C(C=CC1)C1=NC(=NC(=N1)C1=NC=CC=C1)C1=NC=CC=C1